(4,4-Difluoropiperidin-1-yl)-N-isopentyl-2-methoxy-1H-benzo[d]imidazole-1-carboxamide FC1(CCN(CC1)C1=CC=CC=2N(C(=NC21)OC)C(=O)NCCC(C)C)F